3-sulfoisophthalate sodium salt [Na+].S(=O)(=O)(O)C1(CC(C(=O)[O-])=CC=C1)C(=O)[O-].[Na+]